C(C)C(CP1(OC2=C(C=C(C=C2C(C)(C)C)C(C)(C)C)CC2=C(C(=CC(=C2)C(C)(C)C)C(C)(C)C)O1)[O-])CCCC 2,2'-methylenbis(4,6-di-tert-butylphenyl) 2-ethylhexylphosphite